COC(C1CCN(CC1)C1=CC=C(C=C1)C1=C(CCOC2=C3C=NN(C3=CC=C21)C2OCCCC2)C2=CC=CC=C2)OC 5-(4-(4-(dimethoxymethyl)piperidin-1-yl)phenyl)-4-phenyl-8-(tetrahydro-2H-pyran-2-yl)-3,8-dihydro-2H-oxepino[2,3-e]indazole